2-(4-Fluoro-phenyl)-N-(2'-methanesulfonylamino-3,5-dimethyl-biphenyl-2-yl)-acetamide FC1=CC=C(C=C1)CC(=O)NC1=C(C=C(C=C1C)C)C1=C(C=CC=C1)NS(=O)(=O)C